C(C)(C)N(C(C1=CC=C(C=C1)CN1C=NC=CC1=O)=O)C N-isopropyl-N-methyl-4-((6-oxopyrimidin-1(6H)-yl)methyl)benzamide